CN1N=C2CN(CCC2=C1C1=CC=CC=C1)C(=O)C1=CC=CC=2N1N=CC2 (2-methyl-3-phenyl-2,4,5,7-tetrahydro-6H-pyrazolo[3,4-c]pyridin-6-yl)(pyrazolo[1,5-a]pyridin-7-yl)methanone